OCCC/C(=C(/C=1C=C2C=CN(C2=CC1)CCN1CCCCC1)\C1=CC=C(C=C1)O)/C1=CC=CC=C1 (Z)-4-(5-hydroxy-2-phenyl-1-(1-(2-(piperidin-1-yl)ethyl)-1H-indol-5-yl)pent-1-en-1-yl)phenol